4-(dimethylamino)benzoin CN(C1=CC=C(C=C1)C(=O)C(O)C1=CC=CC=C1)C